FC=1C=C(C=NC1)NS(=O)(=O)CCC N-(5-fluoropyridin-3-yl)propane-1-sulfonamide